2,3,4,5-tetrahydrothieno[3,4-f][1,4]oxazepine hydrochloride Cl.O1CCNCC=2C1=CSC2